C(=O)[C@@H]1CC[C@H](CC1)NC(OC(C)(C)C)=O TERT-BUTYL TRANS-4-FORMYLCYCLOHEXYLCARBAMATE